N-(1-(difluoromethyl)-2-oxo-1,2-dihydropyridin-3-yl)-2-(1-methyl-2-oxabicyclo[2.1.1]hexan-4-yl)-7-((tetrahydro-2H-pyran-4-yl)oxy)imidazo[1,2-a]pyridine-6-carboxamide FC(N1C(C(=CC=C1)NC(=O)C=1C(=CC=2N(C1)C=C(N2)C21COC(C2)(C1)C)OC1CCOCC1)=O)F